6-bromo-8-ethyl-2-methylimidazo[1,2-a]pyrimidin-7(8H)-one BrC=1C(N(C=2N(C1)C=C(N2)C)CC)=O